[Si](C)(C)(C(C)(C)C)O[C@@H]1[C@H](O[C@H]([C@@H]1F)N1C2=NC=NC=C2N=C1)CNS(OC1=CC=C(C=C1)[N+](=O)[O-])(=O)=O (4-nitrophenyl) N-[[(2R,3R,4R,5R)-3-[tert-butyl(dimethyl)silyl]oxy-4-fluoro-5-purin-9-yl-tetrahydrofuran-2-yl]methyl]sulfamate